C(C)N(C(=O)OC=1C(=CC(=C(C1)SSSC1=C(C=C(C(=C1)OC(=O)N(CC)CC)F)C)C)F)CC Bis(5-diethylaminocarbonyloxy-4-fluoro-2-methylphenyl) trisulfide